BrC=1N=C(N(C1)COCC[Si](C)(C)C)[N+](=O)[O-] {2-[(4-bromo-2-nitro-1-imidazolyl)methoxy]ethyl}tris(methyl)silane